methyl (S)-4-(((3,6-dioxo-4-tetradecylpiperazin-2-yl)methyl)carbamoyl)benzoate O=C1[C@@H](NC(CN1CCCCCCCCCCCCCC)=O)CNC(=O)C1=CC=C(C(=O)OC)C=C1